3-(7-(3,5-dimethylisoxazol-4-yl)imidazo[1,2-a]pyridin-3-yl)pyrrolidine-1-carbonitrile CC1=NOC(=C1C1=CC=2N(C=C1)C(=CN2)C2CN(CC2)C#N)C